FC1(CCC(CC1)NC1=NC(=NC(=N1)NC1CC(CC1)(F)F)C1=NC(=CC=C1)C(F)(F)F)F N2-(4,4-difluorocyclohexyl)-N4-(3,3-difluorocyclopentyl)-6-(6-(trifluoromethyl)pyridin-2-yl)-1,3,5-triazine-2,4-diamine